C1=CC=CC=2C3=CC=CC=C3C(C12)COC(=O)N[C@H](C(=O)O)[C@H](C1=CC=NC=C1)O (2S,3S)-2-((((9H-fluoren-9-yl)methoxy)carbonyl)amino)-3-hydroxy-3-(pyridin-4-yl)propanoic acid